CO[C@](C1=CC=CC=C1)(C(=O)Cl)C(F)(F)F (S)-(+)-alpha-methoxy-alpha-(trifluoromethyl)phenylacetyl chloride